Methyl 6-oxo-1,6-dihydro-3-pyridinecarboxylate O=C1C=CC(=CN1)C(=O)OC